3-pyridylbiphenyl N1=CC(=CC=C1)C1=C(C=CC=C1)C1=CC=CC=C1